1-[4-methylthiophenyl]-3-[3,5-dimethyl-4-carboxydimethylmethoxyphenyl]prop-2-en-1-one CSC1=CC=C(C=C1)C(C=CC1=C(C(=C(C(=C1)C)C(=O)O)C)OC(C)C)=O